bis(2-ethyl)amine hydrochloride Cl.CCNCC